1-(4-(2-(3,4-dimethoxyphenyl)-3-methyl-1H-indol-5-yl)piperidin-1-yl)-2-((3-hydroxybutyl)amino)ethan-1-one COC=1C=C(C=CC1OC)C=1NC2=CC=C(C=C2C1C)C1CCN(CC1)C(CNCCC(C)O)=O